3,3''-iminodi(propylamine) C(CN)CNCCCN